FC(C(C)(O)C=1C=CC(=NC1)NC(OC(C)(C)C)=O)(F)F tert-butyl (5-(1,1,1-trifluoro-2-hydroxypropan-2-yl)pyridin-2-yl)carbamate